S1SCCCCCC1 1,2-dithiacyclooctane